4-{4-[5-(3-chlorophenyl)-1,3,4-oxadiazol-2-yl]-4-methylpiperidin-1-yl}-1-methyl-2-oxo-1,2-dihydroquinoline-3-carbonitrile ClC=1C=C(C=CC1)C1=NN=C(O1)C1(CCN(CC1)C1=C(C(N(C2=CC=CC=C12)C)=O)C#N)C